C(C)OC(=O)C1=NC(=C(N=C1N1CCC(CC1)(C)NC(=O)OC(C)(C)C)C)C1=C(C(=NC=C1)OC)Cl 3-(4-((tert-butoxycarbonyl)amino)-4-methylpiperidin-1-yl)-6-(3-chloro-2-methoxypyridin-4-yl)-5-methylpyrazine-2-carboxylic acid ethyl ester